sulfhydryl disulfide SSSS